di-melamine aluminum dihydrogen phosphate P(=O)(O)(O)[O-].[Al+3].N1=C(N)N=C(N)N=C1N.N1=C(N)N=C(N)N=C1N.P(=O)(O)(O)[O-].P(=O)(O)(O)[O-]